(S)-2-(2-chloro-6-methylbenzamido)-3-(2-(3-guanidinobenzamido)acetamido)propionic acid ClC1=C(C(=O)N[C@H](C(=O)O)CNC(CNC(C2=CC(=CC=C2)NC(=N)N)=O)=O)C(=CC=C1)C